N-((1r,4r)-4-((3-([1,2,4]triazolo[1,5-a]pyridin-6-yl)-2-oxo-2,3-dihydro-1H-benzo[d]imidazol-1-yl)methyl)cyclohexyl)-5-chloro-2-methylnicotinamide N=1C=NN2C1C=CC(=C2)N2C(N(C1=C2C=CC=C1)CC1CCC(CC1)NC(C1=C(N=CC(=C1)Cl)C)=O)=O